5-(benzylthio)-2-((((1r,4r)-4-hydroxy-4-methylcyclohexyl) methyl) amino)-3-nitrobenzoate C(C1=CC=CC=C1)SC=1C=C(C(=C(C(=O)[O-])C1)NCC1CCC(CC1)(C)O)[N+](=O)[O-]